C[C@@H](CC(=O)O)CCCOC1=C(C=CC=C1)CN1C(=NC=C1C)C1=CC=C(C=C1)C(F)(F)F (R)-3-methyl-6-(2-((5-methyl-2-(4-(trifluoromethyl)phenyl)-1H-imidazol-1-yl)methyl)phenoxy)hexanoic acid